ClCC(=O)C1SC2(N(C1=O)CC=1OC(=CC1)C1=CC3=CC=CC=C3C=C1)CCNCC2 (2-chloroacetyl)-4-((5-(naphthalen-2-yl)furan-2-yl)methyl)-1-thia-4,8-diazaspiro[4.5]Decan-3-one